C([2H])([2H])([2H])N(C([2H])([2H])[2H])CC1(CN(CC1)C1=C(C(=C(C(=C1)F)S(=O)(=O)N(C1=NC(=CC=C1)F)CC1=C(C=C(C=C1)OC)OC)F)Cl)OC 4-(3-((bis(methyl-d3)amino)methyl)-3-methoxypyrrolidin-1-yl)-3-chloro-N-(2,4-dimethoxybenzyl)-2,6-difluoro-N-(6-fluoropyridin-2-yl)benzenesulfonamide